N1N=CC(=C1)COC[C@@H]1N(CCN(C1)S(=O)(=O)C=C)CC1=CC(=C(C=C1)OC(F)(F)F)F (R)-2-(((1H-pyrazol-4-yl)methoxy)methyl)-1-(3-fluoro-4-(trifluoromethoxy)benzyl)-4-(vinylsulfonyl)Piperazine